3-iodo-N-[(4-methoxyphenyl)methyl]-1-methyl-1H-pyrazolo[4,3-c]pyridin-4-amine IC1=NN(C2=C1C(=NC=C2)NCC2=CC=C(C=C2)OC)C